6-[3-[(4-chloro-1H-indazol-5-yl)amino]-4-methyl-pyrazol-1-yl]-N-isopropyl-3,4-dihydro-1H-isoquinoline-2-carboxamide ClC1=C2C=NNC2=CC=C1NC1=NN(C=C1C)C=1C=C2CCN(CC2=CC1)C(=O)NC(C)C